NC([C@H]([C@@H](C)O)N1C(C2(C1)CN(CCC2)C(=O)OC(C)(C)C)=O)=O tert-butyl 2-((2S,3R)-1-amino-3-hydroxy-1-oxobutan-2-yl)-1-oxo-2,6-diazaspiro[3.5]nonane-6-carboxylate